N-octanoyl-leucine C(CCCCCCC)(=O)N[C@@H](CC(C)C)C(=O)O